C(C1(CC1)NS(=O)(=O)C=1C=CC=2N(C1)C=NC2)([2H])([2H])[2H] N-(1-(methyl-d3)Cyclopropyl)imidazo[1,5-a]pyridine-6-sulfonamide